((2S,4S)-1-acryloyl-4-(8-chloro-7-(3-chloro-2-methylphenyl)-6-fluoro-4-(2-methylpyridin-3-yl)-1H-imidazo[4,5-c]quinolin-1-yl)piperidin-2-yl)acetonitrile C(C=C)(=O)N1[C@@H](C[C@H](CC1)N1C=NC=2C(=NC=3C(=C(C(=CC3C21)Cl)C2=C(C(=CC=C2)Cl)C)F)C=2C(=NC=CC2)C)CC#N